5-chloro-3-({3-[(2S)-2-(4-chlorophenyl)-2-hydroxyethyl]-1,2,4-oxadiazol-5-yl}methyl)-6-(hydroxymethyl)-1-{[2-(trimethylsilyl)ethoxy]methyl}pyrimidine-2,4-dione ClC=1C(N(C(N(C1CO)COCC[Si](C)(C)C)=O)CC1=NC(=NO1)C[C@H](O)C1=CC=C(C=C1)Cl)=O